1-(5-((1-(isopropylsulfonyl)piperidin-4-yl)methyl)benzo[d]isoxazol-3-yl)dihydropyrimidine-2,4(1H,3H)-dione C(C)(C)S(=O)(=O)N1CCC(CC1)CC=1C=CC2=C(C(=NO2)N2C(NC(CC2)=O)=O)C1